C(C)(C)(C)OC(=O)N1CCN(CC1)C=1C=C(C(=O)NCC(=O)O)C=CC1NC(=O)C=1NC(=C(C1Cl)Cl)C (3-(4-(tert-butoxycarbonyl)piperazin-1-yl)-4-(3,4-dichloro-5-methyl-1H-pyrrole-2-carboxamido)benzoyl)glycine